C(C1=CC=CC=C1)(C1=CC=CC=C1)(C1=CC=CC=C1)C1=CC=CC=2NN=NC21 trityl-benzotriazole